[Si](C)(C)(C(C)(C)C)OCCCCCC(C(CCCCO)C)=O 11-((tert-butyldimethylsilyl)oxy)-1-hydroxy-5-methylundecan-6-one